N-(2,4-dimethoxyphenyl)-3-(indolin-1-ylsulfonyl)benzamide COC1=C(C=CC(=C1)OC)NC(C1=CC(=CC=C1)S(=O)(=O)N1CCC2=CC=CC=C12)=O